(5-(3-(3-(2-(3-Bromophenyl)-5-((2-methylbut-3-yn-2-yl)oxy)pentan-2-yl)-1-methyl-1H-1,2,4-triazol-5-yl)-4-fluorophenoxy)-6-fluoro-1H-indol-4-yl)methanol BrC=1C=C(C=CC1)C(C)(CCCOC(C)(C#C)C)C1=NN(C(=N1)C=1C=C(OC=2C(=C3C=CNC3=CC2F)CO)C=CC1F)C